tert-butyl 4-((4-(4-(3-cyanophenoxy)butyl)phenyl)carbamoyl)piperazine-1-carboxylate C(#N)C=1C=C(OCCCCC2=CC=C(C=C2)NC(=O)N2CCN(CC2)C(=O)OC(C)(C)C)C=CC1